C1(=CC=CC=C1)C1C(C1)NC(=O)N1CCC(CC1)CC1=CC(=CC=C1)C=1C=NNC1 4-[3-(1H-pyrazol-4-yl)-benzyl]-piperidine-1-carboxylic acid (2-phenyl-cyclopropyl)-amide